β-n-hexyloxy-N,N-dimethylpropionamide C(CCCCC)OCCC(=O)N(C)C